C(CC)C1=CC(NC(N1[C@H]1[C@H](O)[C@H](O)[C@@H](CO)O1)=S)=O 6-(n-propyl)-2-thiouridine